tert-Butyl [trans-3-[(6-fluoropyridin-3-yl)oxy]cyclobutyl]carbamate FC1=CC=C(C=N1)O[C@@H]1C[C@H](C1)NC(OC(C)(C)C)=O